ClC=1C=C(C(=C(C(=O)[O-])C1)S(N[C@@H](C(C)C1=C(C(=CC=C1F)C)C)C=1OC(NN1)=O)(=O)=O)OC 5-chloro-2-(N-((1S)-2-(6-fluoro-2,3-dimethylphenyl)-1-(5-oxo-4,5-dihydro-1,3,4-oxadiazol-2-yl) propyl) sulfamoyl)-3-methoxybenzoate